NCCCNCC1=CC(=NC=C1)C(=O)NC1=CC=C(C=C1)S(=O)(=O)N1CCN(CC1)C1=NC(=CC(=C1)C(F)(F)F)Cl 4-[(3-Aminopropylamino)methyl]-N-[4-[4-[6-chloro-4-(trifluoromethyl)-2-pyridyl]piperazin-1-yl]sulfonylphenyl]pyridine-2-carboxamide